erucamide C(CCCCCCCCCCC\C=C/CCCCCCCC)(=O)N